2-(2-((6-chloro-2-(2,2,2-trifluoroacetyl)-1,2,3,4-tetrahydroisoquinolin-7-yl)amino)-5-(trifluoromethyl)pyrimidin-4-yl)-5,6,7,8-tetrahydro-4H-thieno[3,2-c]azepin-4-one ClC=1C=C2CCN(CC2=CC1NC1=NC=C(C(=N1)C1=CC=2C(NCCCC2S1)=O)C(F)(F)F)C(C(F)(F)F)=O